Methyl 3-(((meth-ylsulfonyl)oxy)-methyl)pyrrolidine-1-carboxylate CS(=O)(=O)OCC1CN(CC1)C(=O)OC